N-butoxynitroaniline C(CCC)ON(C1=CC=CC=C1)[N+](=O)[O-]